C(N)(OC1=NC(=C(C=C1C(C)(C)C)F)COCC1=CC(=C(C(=C1)C1=NN(C=C1)C1CC1)OC)N)=O (tert-butyl 6-(((3-amino-5-(1-cyclopropyl-1H-pyrazol-3-yl)-4-methoxybenzyl) oxy) methyl)-5-fluoropyridin-2-yl) carbamate